(dibenzylamino)cyclobutane-1-carboxylate C(C1=CC=CC=C1)N(CC1=CC=CC=C1)C1(CCC1)C(=O)[O-]